N=[S@](=O)(C)C1=CC=C(C=C1)OC1=CC=NC2=CC(=CC=C12)OC (S)-imino(4-((7-methoxyquinolin-4-yl)oxy)phenyl)(methyl)-λ6-sulfanone